C1(=CC=CC=C1)N1C2=CC=CC=C2C=2C=C(C=CC12)B(O)O N-phenylcarbazole-3-boronic acid